4-{6-[(tert-butyldiphenylsilyl)oxy]-2-azaspiro[3.3]heptane-2-yl}-tetrahydro-2H-pyran-4-carbonitrile [Si](C1=CC=CC=C1)(C1=CC=CC=C1)(C(C)(C)C)OC1CC2(CN(C2)C2(CCOCC2)C#N)C1